(3-((5-(1,4-dimethyl-1H-imidazol-5-yl)pyridin-2-yl)methyl)-1,2,3-oxadiazol-3-ium-5-yl)((5-(trifluoromethyl)pyridin-3-yl)carbamoyl)amide CN1C=NC(=C1C=1C=CC(=NC1)C[N+]1=NOC(=C1)[N-]C(NC=1C=NC=C(C1)C(F)(F)F)=O)C